C12OCC(C1)(C2)N2N=C1C=C(C(=CC1=C2)C(=O)OC)OC(C)C methyl 2-(2-oxabicyclo[2.1.1]hexan-4-yl)-6-isopropoxy-2H-indazole-5-carboxylate